magnesium-zinc chloride [Cl-].[Zn+2].[Mg+2].[Cl-].[Cl-].[Cl-]